NC1=NC=2C=CC=CC2C2=C1N=CN2[C@H](C(C)(O)C)C (3S)-3-(4-aminoimidazo[4,5-c]quinolin-1-yl)-2-methyl-butan-2-ol